NC1=NC=CC=C1C1=NC=2C(=NC(=CC2C)C)N1C1=CC=C(C=C1)CO (4-(2-(2-aminopyridin-3-yl)-5,7-dimethyl-3H-imidazo[4,5-b]pyridin-3-yl)phenyl)methanol